(4-((6-(4-(2-(4-((1R,2S)-2-(4-fluorophenyl)-6-hydroxy-1,2,3,4-tetrahydronaphthalen-1-yl)phenoxy)ethyl)piperazin-1-yl)pyridin-3-yl)oxy)-6-oxopyridazin-1(6H)-yl)piperidine-2,6-dione FC1=CC=C(C=C1)[C@@H]1[C@@H](C2=CC=C(C=C2CC1)O)C1=CC=C(OCCN2CCN(CC2)C2=CC=C(C=N2)OC=2C=NN(C(C2)=O)N2C(CCCC2=O)=O)C=C1